C(C)(C)N1C(C2=C(C=C(C=C2C1)C1=C(N=C(S1)CC(=O)N)C)C)=O (5-(2-isopropyl-7-methyl-1-oxoisoindol-5-yl)-4-methylthiazol-2-yl)-acetamide